COC=1C(=CC2=CN(N=C2C1C)C)C=1SC2=C(N=CN(C2=O)C2CCNCC2)N1 2-(6-methoxy-2,7-dimethylindazol-5-yl)-6-(piperidin-4-yl)-[1,3]thiazolo[4,5-d]pyrimidin-7-one